(1r,4r)-4-((2-chloroacetamido)methyl)-N-(3,4-dicarboxyphenyl)cyclohexane-1-carboxamide methyl-4-((2,4-dimethoxybenzyl)amino)-7-fluoro-1-methylimidazolo[1,5-a]quinoxalin-8-carboxylate COC(=O)C1=C(C=C2N=C(C=3N(C2=C1)C(=NC3)C)NCC3=C(C=C(C=C3)OC)OC)F.ClCC(=O)NCC3CCC(CC3)C(=O)NC3=CC(=C(C=C3)C(=O)O)C(=O)O